(S)-3-Methyl-4-(9-methyl-2-((4-(pyridin-3-yl)-1-((2-(trimethylsilyl)ethoxy)methyl)-1H-imidazol-2-yl)ethynyl)-9H-purin-6-yl)morpholine C[C@@H]1N(CCOC1)C1=C2N=CN(C2=NC(=N1)C#CC=1N(C=C(N1)C=1C=NC=CC1)COCC[Si](C)(C)C)C